N[C@H](C(=O)NCCC1CCN(CC1)CC1=CC=C(C=C1)CN1C2=NC(=NC(=C2NC1=O)N)OCCCC)CC1=CC=C(C=C1)O (S)-2-amino-N-(2-(1-(4-((6-amino-2-butoxy-8-oxo-7,8-dihydro-9H-purin-9-yl)methyl)benzyl)piperidin-4-yl)ethyl)-3-(4-hydroxyphenyl)propanamide